BrC1=CC=C2C(C=C(N(C2=C1)C(C)C)C(=O)NC)=O 7-bromo-1-isopropyl-N-methyl-4-oxo-1,4-dihydroquinoline-2-carboxamide